1-[5-tert-butyl-2-(pyridin-3-yl)-2H-pyrazol-3-yl]-3-[4-(2-morpholin-4-yl-ethoxy)naphthalen-1-yl]-urea C(C)(C)(C)C=1C=C(N(N1)C=1C=NC=CC1)NC(=O)NC1=CC=C(C2=CC=CC=C12)OCCN1CCOCC1